tert-butyl (S)-4-(6-(7-methoxy-2-methylimidazo[1,2-a]pyridine-6-carboxamido)pyridazin-3-yl)-2-methylpiperazine-1-carboxylate COC1=CC=2N(C=C1C(=O)NC1=CC=C(N=N1)N1C[C@@H](N(CC1)C(=O)OC(C)(C)C)C)C=C(N2)C